4-(8-Ethyl-4-methyl-5,6,7,8-tetrahydro-1,8-naphthyridine-2-carboxamido)benzoic acid C(C)N1CCCC=2C(=CC(=NC12)C(=O)NC1=CC=C(C(=O)O)C=C1)C